CN1CCN(CC1)CCNC1=C2C(=NC(=C1)N)C=C(S2)C2=CC=NN2C2OCCCC2 N7-(2-(4-methylpiperazin-1-yl)ethyl)-2-(1-(tetrahydro-2H-pyran-2-yl)-1H-pyrazol-5-yl)thieno[3,2-b]pyridine-5,7-diamine